C(C)(=O)O[C@@H]1[C@@H]([C@H]([C@@H](SC=2C(=NC=C(C2)C#C[Si](C)(C)C)C#N)O[C@@H]1COC(C)=O)OC)N1N=NC(=C1)C1=CC(=C(C(=C1)F)Cl)F 2-Cyano-5-(2-trimethylsilyl-1-ethynyl)-pyridin-3-yl 4,6-di-O-acetyl-3-[4-(4-chloro-3,5-difluorophenyl)-1H-1,2,3-triazol-1-yl]-3-deoxy-2-O-methyl-1-thio-α-D-galactopyranoside